COC1=CC=C(C(=N1)C)N1CN(C2=C(C1=O)C=C(C=N2)C(F)(F)F)C2=C(C(=CC=C2)C(F)(F)F)C 3-(6-methoxy-2-methylpyridin-3-yl)-1-(2-methyl-3-(trifluoromethyl)phenyl)-6-(trifluoromethyl)-2,3-dihydropyrido[2,3-d]pyrimidin-4(1H)-one